FC(C=1C=C2C(=NNC2=CC1)C(=O)N)(F)F 5-(trifluoromethyl)-1H-indazole-3-carboxamide